N-(3-(4-chlorophenyl)propyl)-1-(7-methylthiothieno[3,2-d]pyrimidin-4-yl)piperidin-4-amine ClC1=CC=C(C=C1)CCCNC1CCN(CC1)C=1C2=C(N=CN1)C(=CS2)SC